C(O)(O)=O.CCCCCCCCCCCCCCCCCC(=O)CCCCCCCCCCCCCCCCC.CCCCCCCCCCCCCCCCCC(=O)CCCCCCCCCCCCCCCCC.CCCCCCCCCCCCCCCCCC(=O)CCCCCCCCCCCCCCCCC.CCCCCCCCCCCCCCCCCC(=O)CCCCCCCCCCCCCCCCC tetrastearone monocarbonate